ethyl (E)-3-((3,3-dibutyl-7-ethyl-1,1-dioxido-5-phenyl-2,3,4,5-tetrahydro-1,5-benzothiazepin-8-yl)oxy)acrylate C(CCC)C1(CS(C2=C(N(C1)C1=CC=CC=C1)C=C(C(=C2)O/C=C/C(=O)OCC)CC)(=O)=O)CCCC